OC=1C=C2CC[C@@H]([C@@H](C2=CC1)C1=CC=C(OCCN2CCCCC2)C=C1)C1=CC=CC=C1 1-(2-(4-((1R,2S)-6-hydroxy-2-phenyl-1,2,3,4-tetrahydronaphthalen-1-yl)phenoxy)ethyl)piperidine